dimethylpyrazin-2(1H)-one CC=1C(N(C=CN1)C)=O